Methyl (R)-4-((tert-butoxycarbonyl) amino)-2-methoxybutyrate C(C)(C)(C)OC(=O)NCC[C@H](C(=O)OC)OC